FC=1C=C(C=CC1)C1(CC1)C(/C=C/[C@H]1[C@@H](C[C@H]2[C@@H]1CCC1=C(O2)C=C(C=C1)C(=O)O)O)O (1R,2R,3aS,10aR)-1-{(1E,3ξ)-3-[1-(3-fluorophenyl)cyclopropyl]-3-hydroxy-1-propen-1-yl}-2-hydroxy-2,3,3a,9,10,10a-hexahydro-1H-benzo[b]cyclopenta[f]oxepin-6-carboxylic acid